3-[3-ethyl-4-(pyrrolo[1,2-b]pyridazin-4-yloxy)phenyl]-1-[5-(trifluoromethyl)-3-pyridinyl]-2,4-imidazolidinedione C(C)C=1C=C(C=CC1OC=1C=2N(N=CC1)C=CC2)N2C(N(CC2=O)C=2C=NC=C(C2)C(F)(F)F)=O